methyl 2-methyl-8-(naphthalen-1-ylmethyl)-6-oxo-9-(3-(trifluoromethyl)phenyl)-3,4-dihydro-2H,6H-pyrido[1,2-e][1,2,5]thiadiazine-4-carboxylate-1,1-dioxide CN1S(C=2N(C(C1)C(=O)OC)C(C=C(C2C2=CC(=CC=C2)C(F)(F)F)CC2=CC=CC1=CC=CC=C21)=O)(=O)=O